COC1=C(C(=CC=2N(C(=NC21)C)C)C(F)(F)F)C2=CC=CN1C(=CC=C21)C(=O)C2=CC(=C(C(=C2)F)F)F (8-(4-methoxy-1,2-dimethyl-6-(trifluoromethyl)-1H-benzo[d]imidazol-5-yl)indolizin-3-yl)(3,4,5-trifluorophenyl)methanone